ClC=1C=C2C(=C(\C(\C2=CC1)=C/C1=CC=C(C=C1)OC1=CC=C(C=C1)F)C)CC(=O)O (E)-2-(5-Chloro-1-(4-(4-fluorophenoxy)benzylidene)-2-methyl-1H-inden-3-yl)acetic acid